CN1N=C(N=C1C(C)(C)O)[Sn](CCCC)(CCCC)CCCC 2-(1-methyl-3-(tributylstannyl)-1H-1,2,4-triazol-5-yl)propan-2-ol